5-[2-(2,6-dichloropyridin-4-yl)-5-methoxyphenyl]-4-methyl-1,2,4-triazole-3-thiol ClC1=NC(=CC(=C1)C1=C(C=C(C=C1)OC)C=1N(C(=NN1)S)C)Cl